CC1(COB(O1)C1=C(C#N)C(=CC=C1)C(F)(F)F)C 2-(5,5-dimethyl-1,3,2-dioxaborolan-2-yl)-6-(trifluoromethyl)benzonitrile